benzyl (1S,3R)-3-((diphenylmethylene)amino)cyclopentane-1-carboxylate C1(=CC=CC=C1)C(C1=CC=CC=C1)=N[C@H]1C[C@H](CC1)C(=O)OCC1=CC=CC=C1